FC1(CCC(CC1)NC1=CC(=NC(=N1)SC)OC1CN(C1)C(=O)OCCCC)F butyl 3-((6-((4,4-difluorocyclohexyl)amino)-2-(methylthio)pyrimidin-4-yl)oxy)azetidine-1-carboxylate